BrC=1C=C2CCC3(CCNCC3)C2=CC1 5-bromo-2,3-dihydrospiro[indene-1,4'-piperidine]